COCC1CCC2=CCCN12 3-(methoxymethyl)tetrahydro-1H-pyrrolizin